C(C(C)(C)C)(=O)N1CC2(CN(C2)C(=O)OCCCC)C1 butyl 6-pivaloyl-2,6-diazaspiro[3.3]heptane-2-carboxylate